2-(1-(4-((2,6-dioxopiperidin-3-yl)amino)-2-fluorophenyl)piperidin-4-yl)acetic acid O=C1NC(CCC1NC1=CC(=C(C=C1)N1CCC(CC1)CC(=O)O)F)=O